C(C1=CC=CC=C1)N1CC2=C(CC1)C(=C(S2)NC(=O)NCCCCN2CCCC2)C(=O)N 6-benzyl-2-{3-[4-(pyrrolidin-1-yl)butyl]ureido}-4,5,6,7-tetrahydrothieno[2,3-c]pyridine-3-carboxamide